1,2,4-Trioxolane O1OCOC1